tert-Butyl 3-(2-(4-((6-(2-isopropylphenyl)-1H-pyrazolo[3,4-d]pyrimidin-1-yl)methyl)phenyl)-4-(trifluoromethyl)-1H-imidazol-1-yl)azetidine-1-carboxylate C(C)(C)C1=C(C=CC=C1)C1=NC=C2C(=N1)N(N=C2)CC2=CC=C(C=C2)C=2N(C=C(N2)C(F)(F)F)C2CN(C2)C(=O)OC(C)(C)C